[(3,5-difluorophenyl)methyl]({2-[(9R)-9-(3-methylphenyl)-6-oxaspiro[4.5]decan-9-yl]ethyl})amine FC=1C=C(C=C(C1)F)CNCC[C@]1(CCOC2(CCCC2)C1)C1=CC(=CC=C1)C